Methyl ((S)-1-((S)-2-(((S)-1-(cyclopropylamino)-6,6-difluoro-1,2-dioxoheptan-3-yl)carbamoyl)piperidin-1-yl)-3,3-dimethyl-1-oxobutan-2-yl)carbamate C1(CC1)NC(C([C@H](CCC(C)(F)F)NC(=O)[C@H]1N(CCCC1)C([C@H](C(C)(C)C)NC(OC)=O)=O)=O)=O